C(CCCCCCCCCCCCCCCCC)(=O)OCCCCCCCCCCCCCCCCCCOC(CCCCCCCCCCCCCCCCC)=O 1,18-octadecandiol distearate